3-isopropylsulfonyl-2-methyl-1H-pyridin-4-one C(C)(C)S(=O)(=O)C1=C(NC=CC1=O)C